6-((1-(cyclopropylsulfonyl)cyclopropyl)methyl)-1-methyl-7-oxo-4,5,6,7-tetrahydro-1H-pyrazolo[3,4-c]Pyridine-3-carboxylic acid ethyl ester C(C)OC(=O)C1=NN(C=2C(N(CCC21)CC2(CC2)S(=O)(=O)C2CC2)=O)C